[3-(4-amino-5-methylcinnolin-7-yl)-4-methoxyphenyl]boronic acid NC1=CN=NC2=CC(=CC(=C12)C)C=1C=C(C=CC1OC)B(O)O